anthracen-9-ylmethylene-[2-methoxyethoxymethylsulfanyl]-5-pyridin-3-yl-[1,2,4]triazol-4-amine C1=CC=CC2=CC3=CC=CC=C3C(=C12)C=NN1C(=NN=C1C=1C=NC=CC1)SCOCCOC